C1(=CC=CC=C1)S(=O)(=O)N1CCN(CC1)C=1C=CC2=C(C=C(O2)C(=O)O)C1Br 5-(4-benzenesulfonyl-piperazin-1-yl)-4-bromo-benzofuran-2-carboxylic acid